FC1=C(CN2C(C3=C(C(=C2)C(=O)N[C@@H]2[C@H](COCC2)O)OC=C3)=O)C=CC(=C1)C=1C=NN(C1)C 5-(2-fluoro-4-(1-methyl-1H-pyrazol-4-yl)benzyl)-N-((3R,4S)-3-hydroxytetrahydro-2H-pyran-4-yl)-4-oxo-4,5-dihydrofuro[3,2-c]pyridine-7-carboxamide